N-(4-amino-1H-pyrazolo[4,3-c]pyridin-7-yl)-N'-benzyl-N'-tetralin-1-yl-oxamide NC1=NC=C(C2=C1C=NN2)NC(=O)C(=O)N(C2CCCC1=CC=CC=C21)CC2=CC=CC=C2